3-((3-(2-methoxybenzoyl)-2-methyl-2,3-dihydrobenzo[b]thiophen-2-yl)methyl)-4H-chromen-4-one COC1=C(C(=O)C2C3=C(SC2(C)CC2=COC4=CC=CC=C4C2=O)C=CC=C3)C=CC=C1